[B].O1CCOCC1 1,4-dioxane boron